2'-((6-Methylpyrimidin-4-yl)amino)spiro[cyclohexane-1,4'-thieno[2,3-c]pyrrol]-6'(5'H)-one CC1=CC(=NC=N1)NC1=CC2=C(C(NC23CCCCC3)=O)S1